BrC1=NN(C(=C1[N+](=O)[O-])NC1CN(C1)C(=O)OC(C)(C)C)CC1=CC=C(C=C1)OC tert-butyl 3-({3-bromo-1-[(4-methoxyphenyl)methyl]-4-nitro-1H-pyrazol-5-yl}amino)azetidine-1-carboxylate